COC1=C(C=CC(=C1)C(=O)N1CCN(CC1)C)NC=O N-(2-methoxy-4-(4-methylpiperazine-1-carbonyl)phenyl)formamide